NCCOCCOCCN1C(SC(C1=O)=CC1=CC(=C(OC2=C(C=C(C#N)C=C2)C(F)(F)F)C=C1)OC)=O 4-(4-((3-(2-(2-(2-aminoethoxy)ethoxy)ethyl)-2,4-dioxothiazolidin-5-ylidene)methyl)-2-methoxyphenoxy)-3-(trifluoromethyl)benzonitrile